C(CCCCC(=O)[O-])(=O)OC1CCCCC1 2-cyclohexyl adipate